FC(C(=O)OC=C)(C(C(F)(F)F)(F)F)F vinyl 2,2,3,3,4,4,4-heptafluoro-butanoate